5-(4-((2R,5S)-5-(4-chlorobenzyl)-2-((methylsulfinyl)methyl)morpholino)piperidin-1-yl)-4H-1,2,4-triazol-3-amine dihydrochloride Cl.Cl.ClC1=CC=C(C[C@@H]2N(C[C@@H](OC2)CS(=O)C)C2CCN(CC2)C=2NC(=NN2)N)C=C1